FC1=C(C=CC(=C1)S(=O)(=O)C)NC1=NC(=C(C(=N1)NC1=NN(C(=C1)C)C1OCCCC1)OC)C=1C=NN(C1)C N2-(2-fluoro-4-(methylsulfonyl)phenyl)-5-methoxy-N4-(5-methyl-1-(tetrahydro-2H-pyran-2-yl)-1H-pyrazol-3-yl)-6-(1-methyl-1H-pyrazol-4-yl)pyrimidine-2,4-diamine